BrC1=CC(=CC=2C3C(N(C12)CC(C)(C)C)C(C(C3)O)O)C(=O)OC methyl 5-bromo-2,3-dihydroxy-4-neopentyl-1,2,3,3a,4,8b-hexahydrocyclopenta[b]indole-7-carboxylate